C(#N)C(C(=O)OC(C)(C)C)C=1C=NC=CC1C#N tert-butyl 2-cyano-2-(4-cyanopyridin-3-yl)acetate